4-[(3-chloro-4-fluorophenyl)amino]-7-[(3-chloropropyl)oxy]-6-methoxyquinazoline ClC=1C=C(C=CC1F)NC1=NC=NC2=CC(=C(C=C12)OC)OCCCCl